N=C(NCCOCCOCCOC)CCNC(=O)C1=CC(=CN1C)NC(=O)C=1N(C=CC1)C N-(5-((12-imino-2,5,8-trioxa-11-aza-tetradec-14-yl)carbamoyl)-1-methyl-1H-pyrrol-3-yl)-1-methyl-1H-pyrrole-2-carboxamide